CC1=CC=C(C=C1)[C@H](C)N (1S)-1-(4-methylphenyl)ethan-1-amine